2-(benzofuran-3-yl)-1-((4,5-dihydro-2H,3'H-spiro[furan-3,1'-isobenzofuran]-6'-yl)methylsulfonamido)ethylboronic acid O1C=C(C2=C1C=CC=C2)CC(NS(=O)(=O)CC2=CC=C1COC3(C1=C2)COCC3)B(O)O